N-(bis(dimethylamino)methylene)-2-methylpropan-2-aminium CN(C)C(=[NH+]C(C)(C)C)N(C)C